N-(1-METHYL-1H-INDAZOL-7-YL)-1-(5-(TRIFLUOROMETHYL)PYRIDIN-2-YL)-1H-PYRAZOLE-4-SULFONAMIDE CN1N=CC2=CC=CC(=C12)NS(=O)(=O)C=1C=NN(C1)C1=NC=C(C=C1)C(F)(F)F